N,N-dimethyl-butanediamine CN(C(CCC)N)C